N-(8-fluorooctyl)phthalimide silver [Ag].FCCCCCCCCN1C(C=2C(C1=O)=CC=CC2)=O